C(C)(C)(C)OC(=O)N1CC(=CC1)C=1C=2N(C=C(C1)O)N=CC2C#N 3-(3-cyano-6-hydroxypyrazolo[1,5-a]pyridin-4-yl)-2,5-dihydro-1H-pyrrole-1-carboxylic acid tert-butyl ester